2-ethylbutyl ((S)-(((2R,3S,5R)-5-(6-amino-2-fluoro-9H-purin-9-yl)-2-ethynyl-3-(((nonan-5-yloxy)carbonyl)oxy)tetrahydrofuran-2-yl)methoxy)(phenoxy)phosphoryl)-L-alaninate NC1=C2N=CN(C2=NC(=N1)F)[C@H]1C[C@@H]([C@@](O1)(C#C)CO[P@](=O)(OC1=CC=CC=C1)N[C@@H](C)C(=O)OCC(CC)CC)OC(=O)OC(CCCC)CCCC